C(C1=CC=CC=C1)OC(=O)C=1C=C2C=C(N=CC2=CC1)Cl 3-chloroisoquinoline-6-carboxylic acid benzyl ester